[N+](=O)([O-])C1=C(COC(=O)NC2=C(C)C=CC(=C2)NC(=O)OCC2=C(C=CC=C2)[N+](=O)[O-])C=CC=C1 N,N'-bis[(2-nitrobenzyloxy)carbonyl]-2,4-tolylenediamine